tert-butyl 2-(5-methoxy-2-(trifluoromethyl)phenyl)-1H-pyrrole-1-carboxylate COC=1C=CC(=C(C1)C=1N(C=CC1)C(=O)OC(C)(C)C)C(F)(F)F